ClCC1=NOC(=C1)C1=C(C#N)C=CC(=C1)OC 2-(3-(Chloromethyl)isoxazol-5-yl)-4-methoxybenzonitrile